BrC1=CC=2N(C(N(C(C2S1)=O)C=1C2=C(C=NC1)N=NN2C)=O)CCC#N 3-[6-bromo-3-(1-methyltriazolo[4,5-c]pyridin-7-yl)-2,4-dioxo-thieno[3,2-d]pyrimidin-1-yl]propanenitrile